C(C)(CC)C1N(CC2=C(NC1=O)C=NC=C2)C=2C(C(C2N(C)C)=O)=O 3-(3-(sec-butyl)-2-oxo-1,2,3,5-tetrahydro-4H-pyrido[3,4-e][1,4]diazepin-4-yl)-4-(dimethylamino)cyclobut-3-ene-1,2-dione